methyl (S)-5-(2-((tert-butoxycarbonyl)amino)propoxy)-2-methylbenzoate C(C)(C)(C)OC(=O)N[C@H](COC=1C=CC(=C(C(=O)OC)C1)C)C